CC(C)(OC(NCCOCCOCCOCCOCCOC1=CC(=NC=C1)C(=O)OCC)=O)C Ethyl 4-((2,2-dimethyl-4-oxo-3,8,11,14,17-pentaoxa-5-azanonadecan-19-yl)oxy)picolinate